7-(1-(4-Chlorobenzyl)piperidin-3-yl)-N,N,2-trimethylpyrazolo[1,5-a]pyrimidin-3-amine ClC1=CC=C(CN2CC(CCC2)C2=CC=NC=3N2N=C(C3N(C)C)C)C=C1